[Na+].P(=O)([O-])([O-])OC1=C(C=CC(=C1)CCC1=CC(=C(C(=C1)OC)OC)OC)OCC.[Na+] 2-ethoxy-5-(3,4,5-trimethoxyphenethyl)phenol phosphate sodium salt